2-ethylhexanoate tin [Sn+4].C(C)C(C(=O)[O-])CCCC.C(C)C(C(=O)[O-])CCCC.C(C)C(C(=O)[O-])CCCC.C(C)C(C(=O)[O-])CCCC